CS(=O)(=O)N1C=2C=CC=CC2C=2C=3[C@](CCC12)(CCC(C3)=O)C#N (S)-7-(Methylsulfonyl)-2-oxo-2,3,4,5,6,7-hexahydro-benzo[c]carbazole-4a-carbonitrile